benzene-1-sulfonyl fluoride C1(=CC=CC=C1)S(=O)(=O)F